4-(3-(3-nitrophenyl)-3-oxopropyl)piperazine-1-carboxylic acid tert-butyl ester C(C)(C)(C)OC(=O)N1CCN(CC1)CCC(=O)C1=CC(=CC=C1)[N+](=O)[O-]